N-[1-(1-oxopropyl)-4-piperidinyl]-N'-[4-(trifluoromethoxy)phenyl]-urea O=C(CC)N1CCC(CC1)NC(=O)NC1=CC=C(C=C1)OC(F)(F)F